2-phenylpent-4-enenitrile C1(=CC=CC=C1)C(C#N)CC=C